CS(=O)(=O)C1=C2CCCN(C2=CC=C1)C1=NN(C2=NC(=CN=C21)N2CCC1([C@@H]([C@@H](OC1)C)NC(OC(C)(C)C)=O)CC2)C2OCCCC2 tert-Butyl N-[(3S,4S)-8-[3-(5-methanesulfonyl-1,2,3,4-tetrahydroquinolin-1-yl)-1-(oxan-2-yl)-1H-pyrazolo[3,4-b]pyrazin-6-yl]-3-methyl-2-oxa-8-azaspiro[4.5]decan-4-yl]carbamate